2-(6-(2-hydroxypropan-2-yl)-5-methylpyridin-2-yl)cyclopropane-1-carboxylic acid OC(C)(C)C1=C(C=CC(=N1)C1C(C1)C(=O)O)C